(trans)-6-(2-fluorosulfonylvinyl)-2-naphthoic acid methyl ester COC(=O)C1=CC2=CC=C(C=C2C=C1)\C=C\S(=O)(=O)F